3-(4-bromophenyl)-quinoline BrC1=CC=C(C=C1)C=1C=NC2=CC=CC=C2C1